9,9'-(5-(4,6-diphenyl-1,3,5-triazin-2-yl)-1,3-phenylene)bis(9H-carbazole) C1(=CC=CC=C1)C1=NC(=NC(=N1)C1=CC=CC=C1)C=1C=C(C=C(C1)N1C2=CC=CC=C2C=2C=CC=CC12)N1C2=CC=CC=C2C=2C=CC=CC12